(1S,9S)-6-(2-hydroxy-1-naphthalenyl)-4-(2-(2-propenoyl)-2,6-diazaspiro[3.4]octan-6-yl)-3-azatricyclo[7.1.1.02,7]undeca-2,4,6-triene-5-carbonitrile OC1=C(C2=CC=CC=C2C=C1)C=1C(=C(N=C2C3CC(CC12)C3)N3CC1(CN(C1)C(C=C)=O)CC3)C#N